tert-butyl 3-(3-(6-amino-3-methylpyridin-2-yl) phenyl)-2,2-dimethylpropionate NC1=CC=C(C(=N1)C=1C=C(C=CC1)CC(C(=O)OC(C)(C)C)(C)C)C